FC1(CCN(CC1)C=1C=2N(C=C(C1)NC(C1=C(C=C(C=C1)NS(=O)(=O)CCO)N1CCC3(CC3)CC1)=O)N=C(N2)C)F N-(8-(4,4-difluoropiperidin-1-yl)-2-methyl-[1,2,4]triazolo[1,5-a]pyridin-6-yl)-4-((2-hydroxyethyl)sulfonylamino)-2-(6-azaspiro[2.5]oct-6-yl)benzamide